Bis(thiophen-2-yl)(4-difluoromethyl-quinolin-2-yl)phosphorus oxide S1C(=CC=C1)P(C1=NC2=CC=CC=C2C(=C1)C(F)F)(C=1SC=CC1)=O